N-(3-(4-(1H-pyrrolo[2,3-b]pyridin-5-yl)phenyl)propyl)-5-methylisoxazole-3-carboxamide N1C=CC=2C1=NC=C(C2)C2=CC=C(C=C2)CCCNC(=O)C2=NOC(=C2)C